[N+](=O)([O-])C=1C=NC=CC1O 3-nitropyridin-4-ol